CN1CCC(CC1)C1=CC=C(C=C1)C=1C=C2C(N(C=NC2=CC1)C(C(=O)NC=1SC=CN1)C1=CC=CC=C1)=O 2-(6-(4-(1-Methylpiperidin-4-yl)-phenyl)-4-oxoquinazolin-3(4H)-yl)-2-phenyl-N-(thiazol-2-yl)acetamide